O[C@@H](C(=O)O)C (R)-2-hydroxy-propionic acid